3-((1-allyl-1H-1,2,4-triazol-3-yl)methyl)-6-(methylthio)-1-(2,4,5-trifluorobenzyl)-1,3,5-triazine-2,4(1H,3H)-dione C(C=C)N1N=C(N=C1)CN1C(N(C(=NC1=O)SC)CC1=C(C=C(C(=C1)F)F)F)=O